C(C)(C)(C)OC(CCC(C#N)C1=CC=C(C=C1)C=1CCN(CC1)C(=O)OC(C)(C)C)=O tert-butyl 4-[4-(4-tert-butoxy-1-cyano-4-oxo-butyl)phenyl]-3,6-dihydro-2H-pyridine-1-carboxylate